FC(C1=CC=C(C=C1)C1=NC(=NC(=N1)C1=CC=C(C=C1)C(F)(F)F)C1=CC=C(C=C1)C(F)(F)F)(F)F 2,4,6-tris(4-trifluoromethylphenyl)-1,3,5-triazine